(2-amino-4,5-dimethylthiophen-3-yl)(2-methoxyphenyl)methanone NC=1SC(=C(C1C(=O)C1=C(C=CC=C1)OC)C)C